C(CCC)N1N=C(C(=C1CCC)O)CCC 1-n-butyl-4-hydroxy-3,5-di-n-propyl-pyrazole